bornen C12(C=CC(CC1)C2(C)C)C